4-(10,10,10-trifluorodecyl)benzene FC(CCCCCCCCCC1=CC=CC=C1)(F)F